(2R,5S)-tert-butyl 5-(4-chlorobenzyl)-2-(1,1-difluoroethyl)morpholine-4-carboxylate ClC1=CC=C(C[C@H]2CO[C@H](CN2C(=O)OC(C)(C)C)C(C)(F)F)C=C1